6-(2,3-bis(5-norbornen-2-ylcarbonyloxy)propylthio)hexylphosphonic acid diethylester C(C)OP(OCC)(=O)CCCCCCSCC(COC(=O)C1C2C=CC(C1)C2)OC(=O)C2C1C=CC(C2)C1